5-chloro-1-(3-fluoro-4-methylbenzyl)-8-methoxy-2-oxo-2,3-dihydro-1H-benzo[b]azepine-4-carbaldehyde ClC=1C2=C(N(C(CC1C=O)=O)CC1=CC(=C(C=C1)C)F)C=C(C=C2)OC